indolon C1=CC2=CC(=O)N=C2C=C1